FC1=CC=C(C=N1)B(O)O 6-Fluoropyridine-3-boronic acid